COC1=CC=C(C=C1)C1=CC=C2CCC(N(C2=C1)CCN1CCOCC1)=O 7-(4-methoxyphenyl)-1-(2-morpholinoethyl)-3,4-dihydro-quinolin-2(1H)-one